OC(C(=O)NN)C1=CC(=CC=C1)I 2-hydroxy-2-(3-iodophenyl)acethydrazide